ClC=1C2=C(N=CN1)N(C=C2)[C@@H]2CC([C@@]1([C@H]2OC(O1)(C)C)C)=O (3aS,6R,6aS)-6-(4-chloro-7H-pyrrolo[2,3-d]pyrimidin-7-yl)-2,2,3a-trimethyldihydro-3aH-cyclopenta[d][1,3]dioxol-4(5H)-one